ClC1=NC=NC(=C1N)N1CC(CC1)(F)F 4-chloro-6-(3,3-difluoropyrrolidin-1-yl)-pyrimidin-5-amine